FC=1C=C(C=CC1F)C1N(CC(C(C1)(F)F)C)C(C(=O)NC=1C=NC=C(C(=O)N)C1)=O 5-(2-(2-(3,4-difluorophenyl)-4,4-difluoro-5-methylpiperidin-1-yl)-2-oxoacetamido)nicotinamide